NC=1NC(C=2N(C(N(C2N1)[C@@H]1O[C@@H](C[C@H]1O)CO)=O)CC1=C(C#N)C=CC=C1)=O ((2-amino-9-((2R,3R,5S)-3-hydroxy-5-(hydroxymethyl)tetrahydrofuran-2-yl)-6,8-dioxo-1,6,8,9-tetrahydro-7H-purin-7-yl)methyl)benzonitrile